CC1=C(C=C(C=C1)NC(=O)[C@@H]1N(CCCC1)C(=O)OC(C)(C)C)C(N[C@H](C)C1=CC(=CC2=CC=CC=C12)C=1C=NN(C1)C)=O Tert-butyl (R)-2-((4-methyl-3-(((R)-1-(3-(1-methyl-1H-pyrazol-4-yl)naphthalen-1-yl)ethyl) carbamoyl)phenyl)carbamoyl)piperidine-1-carboxylate